C(C)(C)(C)OC([C@@H](CC1=CC(=CC=C1)CO)[C@@H]1CN(CC1)C(=O)OC(C)(C)C)=O tert-butyl (3R)-3-[(2S)-1-(tert-butoxy)-3-[3-(hydroxymethyl)phenyl]-1-oxopropane-2-yl]pyrrolidine-1-carboxylate